N-{6-[(3-cyclopropyl-1H-pyrazol-5-yl)amino]-5-methoxy-1,2-benzoxazol-3-yl}-2,6-dimethoxy-4-(oxolan-2-yl)benzene-1-sulfonamide C1(CC1)C1=NNC(=C1)NC1=CC2=C(C(=NO2)NS(=O)(=O)C2=C(C=C(C=C2OC)C2OCCC2)OC)C=C1OC